BrC1CCC(CC1)CCC(=O)OC(C)(C)C tert-butyl 3-(4-bromo-cyclohexyl)-propanoate